9-(4-(4,4,5,5-tetramethyl-1,3,2-dioxaborolan-2-yl)phenyl)-9H-pyrido[2,3-b]indole CC1(OB(OC1(C)C)C1=CC=C(C=C1)N1C2=C(C3=CC=CC=C13)C=CC=N2)C